C(#N)C1=CC=C(CCN[C@H](C(=O)NC2=NC=C(C=C2)OC2CCOCC2)C2=CC=CC=C2)C=C1 |r| (S)- and (R)-2-((4-cyanophenethyl)amino)-2-phenyl-N-(5-((tetrahydro-2H-pyran-4-yl)oxy)pyridin-2-yl)acetamide